CN(C(OC(C)(C)C)=O)C1CCN(CC1)C1=CC=CC=2N(C[C@H](OC21)C)C2C(NC(CC2)=O)=O tert-butyl N-methyl-N-[1-[(2R)-4-(2,6-dioxo-3-piperidyl)-2-methyl-2,3-dihydro-1,4-benzoxazin-8-yl]-4-piperidyl]carbamate